2,6-diamino-4-pyrrolidinyl-pyrimidine NC1=NC(=CC(=N1)N1CCCC1)N